BrC1=C(C=C(C=C1)C(CC(CNC(OC(C)(C)C)=O)O[Si](C1=CC=CC=C1)(C1=CC=CC=C1)C(C)(C)C)=O)F tert-butyl (4-(4-bromo-3-fluorophenyl)-2-((tert-butyldiphenylsilyl)oxy)-4-oxobutyl)carbamate